C1(CCCCC1)[C@@H](C(=O)N1CCN(CC1)C(=O)C=1N(C2=CC(=CC=C2C1C(=O)N(C)CCOC)OC)C)NC([C@H](C)NC)=O 2-(4-((S)-2-cyclohexyl-2-((S)-2-(meth-ylamino)propanamido)acetyl)piperazin-1-carbonyl)-6-methoxy-N-(2-methoxyethyl)-N,1-dimethyl-1H-indole-3-carboxamide